FC1=C(CNC(=O)C=2OC=C(N2)C2=NC(=NC=C2C)NC2=CC=NN2C)C=CC=C1F N-(2,3-difluorobenzyl)-4-(5-methyl-2-((1-methyl-1H-pyrazol-5-yl)amino)pyrimidin-4-yl)oxazole-2-carboxamide